butenoic acid, 2-acrylamido-2-methyl-1-propanesulfonic acid salt C(C=C)(=O)NC(CS(=O)(=O)O)(C)C.C(C=CC)(=O)O